ClC=1C(=CC(=NC1)OC(F)F)C(C(=O)O)C 2-[5-chloro-2-(difluoromethoxy)pyridin-4-yl]Propionic acid